amino-2-(3,5-dimethyl-4-((2'-oxospiro[cyclopentane-1,3'-indolin]-5'-yl)methyl)phenyl)-1,2,4-triazine-3,5(2H,4H)-dione NN1C(N(N=CC1=O)C1=CC(=C(C(=C1)C)CC=1C=C2C3(C(NC2=CC1)=O)CCCC3)C)=O